tert-Butyl 5-(4-(2-(dicyanomethylene)hydrazinyl)phenyl)-1H-indol-1-ylcarboxylate C(#N)C(=NNC1=CC=C(C=C1)C=1C=C2C=CN(C2=CC1)C(=O)OC(C)(C)C)C#N